5-{9,10-bis(naphthalen-2-yl)anthracen-2-yl}-2-{4-(pyridin-3-yl)phenyl}-2H-benzotriazole C1=C(C=CC2=CC=CC=C12)C=1C2=CC=CC=C2C(=C2C=CC(=CC12)C1=CC=2C(=NN(N2)C2=CC=C(C=C2)C=2C=NC=CC2)C=C1)C1=CC2=CC=CC=C2C=C1